ClC1=C(C=CC(=C1)Cl)N1CCCN(S1(=O)=O)CC(=O)NC1C2CC3(CC(CC1C3)C2)C(=O)N 4-(2-(6-(2,4-dichlorophenyl)-1,1-dioxido-1,2,6-thiadiazinan-2-yl)acetamido)adamantan-1-carboxamide